5-(3-cyclopropylpyrazolo[1,5-a]pyrimidin-5-yl)-N-(2-(4-methylpiperazin-1-yl)pyridin-4-yl)-7H-pyrrolo[2,3-d]pyrimidin-2-amine C1(CC1)C=1C=NN2C1N=C(C=C2)C2=CNC=1N=C(N=CC12)NC1=CC(=NC=C1)N1CCN(CC1)C